2-cyclopropyl-4,4,5,5-tetra-methyl-1,3,2-dioxaborolane C1(CC1)B1OC(C(O1)(C)C)(C)C